2-fluoro-8,8-dimethyl-7,8-dihydro-6H-cyclopenta[e]pyrazolo[1,5-a]pyrimidine FC1=NN2C(N=CC3=C2C(CC3)(C)C)=C1